5-fluoro-N-(3-(N-methyl-N-phenylsulfamoyl)phenyl)-1H-indole-2-carboxamide FC=1C=C2C=C(NC2=CC1)C(=O)NC1=CC(=CC=C1)S(N(C1=CC=CC=C1)C)(=O)=O